C(CCC)OC(C(C)O)OCCCC di-butoxy-2-propanol